FC1=C(CNC(=O)C2CCN(CC2)C2=CC(=CC=C2)C(F)(F)F)C=CC(=C1C=1NC(C(=C(N1)C)F)=O)C(F)(F)F N-[2-fluoro-3-(5-fluoro-4-methyl-6-oxo-1,6-dihydropyrimidin-2-yl)-4-(trifluoromethyl)benzyl]-1-[3-(trifluoromethyl)phenyl]piperidine-4-carboxamide